(2S)-2-ethoxy-2-(4-fluorophenyl)-N-(5-{[(3R)-1-(1,2,4-triazin-3-yl)-3-pyrrolidinyl]amino}-1,3,4-thiadiazol-2-yl)acetamide C(C)O[C@H](C(=O)NC=1SC(=NN1)N[C@H]1CN(CC1)C=1N=NC=CN1)C1=CC=C(C=C1)F